C(C1=CC=CC=C1)\[N+](=C/C(CCCCCCCCC)C)\[O-] (E)-N-benzyl-2-methylundecane-1-imine oxide